6-[(2S)-2-aminopropyl]-2-chloro-7-methyl-N-[(1,3-oxazol-2-yl)methyl]thieno[3,2-d]pyrimidin-4-amine N[C@H](CC1=C(C=2N=C(N=C(C2S1)NCC=1OC=CN1)Cl)C)C